BrC=1C=C(C=CC1)N1C=NC=2C1=NC=C(C2)CC(C)O (3-(3-bromophenyl)-3H-imidazo[4,5-b]pyridin-6-yl)propan-2-ol